C(C)(CC)NCCCCCN N-(sec-butyl)pentane-1,5-diamine